FC1=C(C=C(C=C1)[N+](=O)[O-])C(CCO)NC(OC(C)(C)C)=O tert-butyl (1-(2-fluoro-5-nitrophenyl)-3-hydroxypropyl)carbamate